2,5-diazaspiro[3.5]nonan C1NCC12NCCCC2